N-hydroxy-3-((6-phenyl-5-(trifluoromethyl)benzo[d]oxazol-2-yl)amino)benzamide ONC(C1=CC(=CC=C1)NC=1OC2=C(N1)C=C(C(=C2)C2=CC=CC=C2)C(F)(F)F)=O